6-(1-(8-(cyclopropylmethyl)-8-azabicyclo[3.2.1]octan-3-yl)piperidin-4-yl)-4-methyl-2-(4-(methylsulfonyl)phenyl)-1H-benzo[d]imidazole C1(CC1)CN1C2CC(CC1CC2)N2CCC(CC2)C=2C=C(C1=C(NC(=N1)C1=CC=C(C=C1)S(=O)(=O)C)C2)C